1-benzyl-4-((2R,6R)-4-iodo-6-methyltetrahydro-2H-pyran-2-yl)-1H-pyrazole C(C1=CC=CC=C1)N1N=CC(=C1)[C@@H]1O[C@@H](CC(C1)I)C